N-{(R)-4-[(3R,4R,5S)-3-amino-4-hydroxy-5-methylpiperidin-1-yl]-7-hydroxy-6,7-dihydro-5H-cyclopenta[b]pyridin-3-yl}-6-(2,6-difluorophenyl)-5-fluoropyridinecarboxamide adipate C(CCCCC(=O)O)(=O)O.N[C@@H]1CN(C[C@@H]([C@H]1O)C)C1=C2C(=NC=C1NC(=O)C1=NC(=C(C=C1)F)C1=C(C=CC=C1F)F)[C@@H](CC2)O